1-(2-Bromophenyl)-5-methyl-N-(chinolin-2-yl)-1H-1,2,3-triazol-4-carboxamid BrC1=C(C=CC=C1)N1N=NC(=C1C)C(=O)NC1=NC2=CC=CC=C2C=C1